Racemic-(2R,3R)-3-hydroxy-2-methylpiperidine-1-carboxylic acid tert-butyl ester C(C)(C)(C)OC(=O)N1[C@@H]([C@@H](CCC1)O)C |r|